(4aS,7S,7aR)-Tetrahydro-4,7-dimethyl-cyclopenta[c]pyranone CC1[C@H]2C(C(OC1)=O)=C(CC2)C